[3,4'-bipyridine]-6-carbaldehyde N1=CC(=CC=C1C=O)C1=CC=NC=C1